N=1ON=C2C1C=CC=C2CN2C1=C(C(=C(C2=O)O)C(=O)O)SC=C1 4-(benzo[c][1,2,5]oxadiazol-4-ylmethyl)-6-hydroxy-5-oxo-4,5-dihydrothieno[3,2-b]pyridine-7-carboxylic acid